OCC=1N(C=2N(C(C1C=1C=C3C=CC=NC3=CC1)=O)N=C(C2C2=CC=CC=C2)C2=CC=CC=C2)C 5-(hydroxymethyl)-4-methyl-2,3-diphenyl-6-(quinolin-6-yl)pyrazolo[1,5-a]pyrimidin-7(4H)-one